FC=1C=CC(=C2C=C(N(C12)CCNC1=CC(=NC=N1)C1=CC=C(C=C1)C=1SC=CN1)C)C 2-(4-{6-[2-(7-Fluoro-2,4-dimethyl-indol-1-yl)-ethylamino]-pyrimidin-4-yl}-phenyl)-thiazol